BrC=1C(=NC=C(C1N1C[C@H](CC1)NC(OC(C)(C)C)=O)C=O)Cl tert-butyl (S)-(1-(3-bromo-2-chloro-5-formylpyridin-4-yl)pyrrolidin-3-yl)carbamate